1-hydroxy-4-(2-methyltelluro-propyl)benzene OC1=CC=C(C=C1)CC(C)[Te]C